ClC1=C(C=CC=C1)[C@H]1N(CCC1)C=1C=NC(=NC1)C(=O)O (S)-5-(2-(2-Chlorophenyl)pyrrolidin-1-yl)pyrimidine-2-carboxylic acid